ClC1=C(C)C=CC(=C1C(C)(C)C)Cl 2,4-dichloro-3-tert-butyltoluene